3-hydroxy-2-methylquinolin-4(1H)-one OC1=C(NC2=CC=CC=C2C1=O)C